METHACRYLOXYPROPYLMETHYLDICHLOROSILANE C(C(=C)C)(=O)OCCC[Si](Cl)(Cl)C